4-(4-chlorophenyl)piperazine ClC1=CC=C(C=C1)N1CCNCC1